O=C1NC(CCC1C1=NN(C2=C(C=CC=C12)OCC(=O)N[C@@H](C)C1=CC=C(C=C1)C)C)=O 2-((3-(2,6-Dioxopiperidin-3-yl)-1-methyl-1H-indazol-7-yl)oxy)-N-((S)-1-(p-tolyl)ethyl)acetamide